ClC=1C=CC=2C(=C3N(C2C1C=1C(=NN(C1C)C)C)[C@@H](CN(C3=O)C3=C1C=CC=C(C1=CC=C3)C(=O)O)C)CCCOC3=CC(=C(C(=C3)C)Cl)C (R)-5-(7-Chloro-10-(3-(4-chloro-3,5-dimethylphenoxy)propyl)-4-methyl-1-oxo-6-(1,3,5-trimethyl-1H-pyrazol-4-yl)-3,4-dihydropyrazino[1,2-a]indol-2(1H)-yl)-1-naphthoic Acid